ClC1=C(CCNC(=O)C=2OC=C(N2)C2=NC(=NC=C2C)NC2=CC=NN2C)C=CC=C1 N-(2-chlorophenethyl)-4-(5-methyl-2-((1-methyl-1H-pyrazol-5-yl)amino)pyrimidin-4-yl)oxazole-2-carboxamide